(2S,3R,4S,5S,6S)-2-(2-((3-((((9H-fluoren-9-yl)methoxy)carbonyl)amino)propanamido)methyl)-4-(hydroxymethyl)phenoxy)-6-((allyloxy)carbonyl)tetrahydro-2H-pyran-3,4,5-triyl triacetate C(C)(=O)O[C@H]1[C@@H](O[C@@H]([C@H]([C@@H]1OC(C)=O)OC(C)=O)C(=O)OCC=C)OC1=C(C=C(C=C1)CO)CNC(CCNC(=O)OCC1C2=CC=CC=C2C=2C=CC=CC12)=O